C(C1=CC=CC=C1)(C1=CC=CC=C1)(C1=CC=CC=C1)SC([C@H](N)C(=O)O)(C)C S-trityl-L-penicillamine